CC(CC(O)([2H])[2H])C 3-methylbutanol-1,1-d2